BrC1=CC=C(C=C1)N1C(=NC2=C1C(=C(C(=C2)F)OC)F)C 1-(4-bromophenyl)-5,7-difluoro-6-methoxy-2-methyl-1H-benzo[d]imidazole